COC1=CC=C(C=C1)C#CC#N 3-(4-methoxyphenyl)-2-propynenitrile